FC1=C(C(=CC=C1)OC)C1=CC(=NC=C1C(=O)NC=1SC(=NN1)OCC1=NC=C(C=C1)[C@H](C)OC)C 4-(2-fluoro-6-methoxyphenyl)-N-(5-((5-((S)-1-methoxyethyl)pyridin-2-yl)methoxy)-1,3,4-thiadiazol-2-yl)-6-methylnicotinamide